((2S,4S)-1-acryloyl-4-(8-chloro-7-(3-chloro-2-methylphenyl)-4-(3-(dimethylamino)azetidin-1-yl)-1H-imidazo[4,5-c]quinolin-1-yl)piperidin-2-yl)acetonitrile C(C=C)(=O)N1[C@@H](C[C@H](CC1)N1C=NC=2C(=NC=3C=C(C(=CC3C21)Cl)C2=C(C(=CC=C2)Cl)C)N2CC(C2)N(C)C)CC#N